ClC=1C=C2/C(/C(NC2=CC1)=O)=C/C1=C(C(=CN1)NC(CCN1CCCC1)=O)C (Z)-N-(5-((5-chloro-2-oxoindol-3-ylidene)methyl)-4-methyl-1H-pyrrol-3-yl)-3-(pyrrolidin-1-yl)propionamide